N-octylstearic acid amide C(CCCCCCC)NC(CCCCCCCCCCCCCCCCC)=O